5'-Chloro-1',2'-dihydrospiro[cyclobutane-1,3'-pyrrolo[2,3-b]pyridin]-3-ol ClC=1C=C2C(=NC1)NCC21CC(C1)O